C1(=CC=CC=C1)/C=C/[C@@H](C(=O)O)NC(=O)OCC(Cl)(Cl)Cl (S,E)-4-Phenyl-2-(((2,2,2-trichloroethoxy)carbonyl)amino)but-3-enoic acid